C(C)(C)OC=1C=C2C(=NNC2=CC1)C(CCC(CCN1CCOCC1)C)CCCCCCCC (6-(5-isopropoxy-1H-indazol-3-yl)-3-methyltetradec-1-yl)morpholine